C(=O)(OC(C)(C)C)C(CCC[C@H](N)C(=O)O)N ε-Boc-L-Lysine